ClC1=C(C=CC=C1)CC(=O)NC1=CC(=C2C=CC(=NC2=C1)OCCOC)S(N)(=O)=O 2-(2-chlorophenyl)-N-(2-(2-methoxyethoxy)-5-sulfamoylquinolin-7-yl)acetamide